BrC=1C(=CC2=C(NC(C(CS2)CCCC)=O)C1)OC 7-bromo-3-butyl-8-methoxy-2,3-dihydro-1,5-benzo-1,5-thiazepin-4(5H)-one